3-(2-benzothiazolyl)alanine S1C(=NC2=C1C=CC=C2)C[C@H](N)C(=O)O